(S)-2-(3-fluoro-5-isopropyl-2-methoxyphenyl)-2-((R)-3-((5-(5,6,7,8-tetrahydro-1,8-naphthyridin-2-yl)pentyl)oxy)pyrrolidin-1-yl)acetic acid FC=1C(=C(C=C(C1)C(C)C)[C@@H](C(=O)O)N1C[C@@H](CC1)OCCCCCC1=NC=2NCCCC2C=C1)OC